5-azaspiro[2.4]heptane-6-carboxylic acid hydrochloride Cl.C1CC12CNC(C2)C(=O)O